CC1=CC=CC(=N1)C1=C(N=CN1)C=1C=C2C=C(C=NC2=CC1)C=1C=C(C=NC1)C(=O)O 5-[6-[5-(6-methyl-2-pyridyl)-1H-imidazol-4-yl]-3-quinolyl]pyridine-3-carboxylic acid